C(C1=CC=CC=C1)(=O)OC=1C(=C(C=C(C1)C(C)(C)C)C)OC(C1=CC=CC=C1)=O 3-methyl-5-tert-butyl-1,2-benzenediol dibenzoate